NC=1C=2N(C3=CC(=CC=C3N1)C(=O)N(C1COC3=C1C=CC(=C3)C(F)(F)F)CC(F)(F)F)C=CC2 4-amino-N-(2,2,2-trifluoroethyl)-N-(6-(trifluoromethyl)-2,3-dihydrobenzofuran-3-yl)pyrrolo[1,2-a]quinoxaline-8-carboxamide